N1(N=CC=C1)C1=NC=C(C=N1)CN1CCOC2=C(C1)C=C(C=C2Cl)N2C=CC1=CC(=CC=C21)F 4-((2-(1H-pyrazol-1-yl)pyrimidin-5-yl)methyl)-9-chloro-7-(5-fluoro-1H-indol-1-yl)-2,3,4,5-tetrahydrobenzo[f][1,4]oxazepine